2,4,5-trihydroxybutyrophenone CCCC(=O)C1=CC(=C(C=C1O)O)O